C(C)(C)(C)C1=C(C2=C(N=CN=C2O)S1)C1=CC=CC=C1 6-tert-Butyl-5-phenylthieno[2,3-d]pyrimidin-4-ol